2-benzyl-4,4,4-trifluoro-N-(8-fluoro-2-methyl-3-quinolyl)-2-methyl-butanamide C(C1=CC=CC=C1)C(C(=O)NC=1C(=NC2=C(C=CC=C2C1)F)C)(CC(F)(F)F)C